FC(C1(CC1)C=1C=CC(=NC1)NC(OC(C)(C)C)=O)(F)F tert-Butyl (5-(1-(trifluoromethyl)cyclopropyl)pyridin-2-yl)carbamate